NCCCCCC1CC(N(C1)C(=O)OC(C)(C)C)(C)C tert-Butyl 4-(5-aminopentyl)-2,2-dimethyl-pyrrolidine-1-carboxylate